Methyl (5-{2-fluoro-5-[(4-oxo-3,4-dihydrophthalazin-1-yl)methyl]phenyl}-1H-benzimidazol-2-yl)carbamate FC1=C(C=C(C=C1)CC1=NNC(C2=CC=CC=C12)=O)C1=CC2=C(NC(=N2)NC(OC)=O)C=C1